ClC1=CC=C(C(=N1)C(=O)OC(C)(C)C)N[C@H](C)C=1C=C(C=C2C(C(=C(OC12)C1=C(C(=CC=C1)C#N)F)C)=O)C tert-Butyl 6-chloro-3-[[(1R)-1-[2-(3-cyano-2-fluoro-phenyl)-3,6-dimethyl-4-oxo-chromen-8-yl]ethyl]amino]pyridine-2-carboxylate